BrC1=NN(C2=NC(=NC=C21)C=2C(=NC=NC2OC)C2CC2)CC=2C=C1CN3C(C1=CC2)=NC=C3C(F)(F)F 7-((3-bromo-6-(4-cyclopropyl-6-methoxypyrimidin-5-yl)-1H-pyrazolo[3,4-d]pyrimidin-1-yl)methyl)-3-(trifluoromethyl)-5H-imidazo[2,1-a]isoindole